NC1=NN2C(N=CC=C2)=C1C(=O)NC(C(F)(F)F)C=1C=C(C=2N(C1N1CCS(CC1)(=O)=O)C=NC2)Cl 2-Amino-N-{1-[8-chloro-5-(1,1-dioxidothiomorpholin-4-yl)imidazo[1,5-a]pyridin-6-yl]-2,2,2-trifluoroethyl}pyrazolo[1,5-a]pyrimidine-3-carboxamide